C(C)N1N=C2N=C(C(=CC2=C1N(C=1SC(=C(N1)C1=CC=C(C=C1)F)C#N)C)N1CCNCC1)C 2-((2-ethyl-6-methyl-5-(piperazin-1-yl)-2H-pyrazolo[3,4-b]pyridin-3-yl)(methyl)amino)-4-(4-fluorophenyl)thiazole-5-carbonitrile